((7-fluoro-5-(pyridin-4-yl)-2,3-dihydro-1H-inden-4-yl)carbamoyl)-6,7-dihydro-5H-pyrazolo[5,1-b][1,3]oxazine FC=1C=C(C(=C2CCCC12)NC(=O)C1=NN2C(OCCC2)=C1)C1=CC=NC=C1